N-((R)-2-(trifluoromethyl)-5,6,7,8-tetrahydroimidazo[1,2-a]pyridin-8-yl)-4-azaspiro[2.5]octane-7-carboxamide FC(C=1N=C2N(CCC[C@H]2NC(=O)C2CCNC3(CC3)C2)C1)(F)F